4-isopropyl-5-(8-methyl-[1,2,4]triazolo[1,5-a]pyridin-6-yl)-N-(tetrahydro-2H-pyran-4-yl)-1H-pyrazole-3-carboxamide C(C)(C)C=1C(=NNC1C=1C=C(C=2N(C1)N=CN2)C)C(=O)NC2CCOCC2